(4-(dimethylamino) phenyl) phosphite P(OC1=CC=C(C=C1)N(C)C)([O-])[O-]